C1N(CCC2=CC=CC=C12)C[C@H](CN1C(C=2C=CC(=NC2CC1)OC1CCN(CC1)C1COC1)=O)O 6-[(2R)-3-(3,4-dihydro-1H-isoquinolin-2-yl)-2-hydroxypropyl]-2-[[1-(oxetan-3-yl)-4-piperidinyl]oxy]-7,8-dihydro-1,6-naphthyridin-5-one